(2-(2-isopropylphenyl)-4-(4-methoxyphenylethyl)-6-oxopiperazin-1-yl)-7-azaspiro[3.5]Nonane-7-carboxylate C(C)(C)C1=C(C=CC=C1)C1N(C(CN(C1)CCC1=CC=C(C=C1)OC)=O)C1CCC12CCN(CC2)C(=O)[O-]